O(C1=CC=CC=C1)C1(CCOCC1)C(=O)O 4-phenoxytetrahydro-2H-pyran-4-carboxylic acid